3,3-bis(3-methyl-4-hydroxyphenyl)pentane CC=1C=C(C=CC1O)C(CC)(CC)C1=CC(=C(C=C1)O)C